(S)-4-((S)-5-chloro-6-fluoro-2-phenyl-2-((S)-pyrrolidin-2-yl)-2,3-dihydrobenzofuran-4-yl)-5-fluoro-6-(1-(hydroxymethyl)cyclopropoxy)-N-(methyl-d3)nicotinamide ClC=1C(=CC2=C(C[C@@](O2)([C@H]2NCCC2)C2=CC=CC=C2)C1C1=C(C(=NC=C1C(=O)NC([2H])([2H])[2H])OC1(CC1)CO)F)F